(R)-ethyl 2-acetoxy-3-(5-bromo-2-((4-methoxybenzyl)oxy)phenyl)propanoate C(C)(=O)O[C@@H](C(=O)OCC)CC1=C(C=CC(=C1)Br)OCC1=CC=C(C=C1)OC